ClC1=CNC2=C(C=CC(=C12)Cl)NS(=O)(=O)C1=CC=C(C=C1)S(=O)(=O)NCCC1CN(C1)C N1-(3,4-dichloro-1H-indol-7-yl)-N4-(2-(1-methylazetidin-3-yl)ethyl)benzene-1,4-disulfonamide